ClC=1N=C(C2=C(N1)N(C=C2)C2=CC=C(C=C2)C=O)C2=CC=CC=C2 2-chloro-4-phenyl-7-(4-formylphenyl)-7H-pyrrolo[2,3-d]pyrimidine